ClC1=CC=C2C(=CNC2=C1C=1N(C=CN1)C)S(=O)(=O)NC1=NC(=C(C(=N1)OC)OCC(F)F)OC 6-chloro-N-[5-(2,2-difluoroethoxy)-4,6-dimethoxy-pyrimidin-2-yl]-7-(1-methylimidazol-2-yl)-1H-indole-3-sulfonamide